2-(thiophene-2-yl)quinazoline S1C(=CC=C1)C1=NC2=CC=CC=C2C=N1